2-(4-[[2-(trimethylsilyl)ethoxy]methyl]-14-oxa-2,4,10-triazatricyclo[7.5.0.0[3,7]]tetradec-1(9),2,5,7-tetraen-10-yl)benzamide C[Si](CCOCN1C2=NC=3OCCCN(C3C=C2C=C1)C1=C(C(=O)N)C=CC=C1)(C)C